dilithium cyclohexane-1,2-dicarboxylate C1(C(CCCC1)C(=O)[O-])C(=O)[O-].[Li+].[Li+]